ClC=1C=CC(=C(C1)NC(C(=O)N[C@H](C(=O)NC1=CC=C(C(=O)O)C=C1)COC)=O)N1N=NN=C1 (S)-4-(2-(2-((5-chloro-2-(1H-tetrazol-1-yl)phenyl)amino)-2-oxoacetamido)-3-methoxypropionylamino)benzoic acid